ClC1=CC(=C(C=C1F)N1CC(N(CC1)C)C)[N+](=O)[O-] 4-(4-chloro-5-fluoro-2-nitrophenyl)-1,2-dimethylpiperazine